Cl.C[C@@H]1CNC[C@@H](C1O)C (3R,4s,5S)-3,5-dimethylpiperidine-4-ol hydrochloride